BrC1=CC=C(CN(C(=O)[C@@H]2N(CC2)S(=O)(=O)C2=C(C(=C(C(=C2F)F)F)F)F)C2=CC=C(C(=O)OCC3=CC=CC=C3)C=C2)C=C1 benzyl (R)-4-(N-(4-bromobenzyl)-1-((perfluorophenyl)sulfonyl)azetidine-2-carboxamido)benzoate